3-[[2-fluoro-3-[(methylsulfinylamino)methyl]phenyl]methyl]-7-[(3-fluoro-2-pyridinyl)oxy]-4-methyl-chromen-2-one FC1=C(C=CC=C1CNS(=O)C)CC=1C(OC2=CC(=CC=C2C1C)OC1=NC=CC=C1F)=O